3-(3-((tert-butyldimethylsilyl)oxy)propoxy)-5-cyclopropyl-4-nitro-1-(tetrahydro-2H-pyran-4-yl)-1H-pyrazole [Si](C)(C)(C(C)(C)C)OCCCOC1=NN(C(=C1[N+](=O)[O-])C1CC1)C1CCOCC1